C(C1CCC(CC1)N=C=O)C1C(CCCC1)N=C=O 2,4'-methylene-bis(cyclohexyl) diisocyanate